di(p-tolyl)-N,N-diphenyl-p-phenylenediamine C1(=CC=C(C=C1)N(C1=CC=C(C=C1)N(C1=CC=CC=C1)C1=CC=CC=C1)C1=CC=C(C=C1)C)C